N,N,5,6-tetramethyl-pyridazine-4-carboxamide CN(C(=O)C1=CN=NC(=C1C)C)C